pyrimidin-2-one N1C(N=CC=C1)=O